(1R,5S,9r)-3-(bicyclo[1.1.1]pentan-1-yl)-9-(2-chloropyridin-4-yl)-3-azabicyclo[3.3.1]nonan C12(CC(C1)C2)N2C[C@@H]1CCC[C@H](C2)C1C1=CC(=NC=C1)Cl